C(CCCCCC)C(C)OF perfluoro heptyl-ethyl ether